NC1=CC=C(C=C1)S(=O)(=O)NC(C1=CC=CC=C1)=O N-((4-aminophenyl)sulfonyl)benzamide